N(N)C1=CC=C(C=N1)C#N 6-hydrazinopyridine-3-carbonitrile